(2-chloro-5-methoxy-3-pyridyl)boronic acid ClC1=NC=C(C=C1B(O)O)OC